NC1=NC(=C(C(=N1)N[C@@H](CC)C=1N(S(C2=C(C1)C=CC=C2F)(O)O)CC=2C=NC=C(C2)F)C#N)C (S)-2-amino-4-((1-(8-fluoro-2-((5-fluoropyridin-3-yl)methyl)-1,1-dihydroxy-2H-benzo[e][1,2]thiazin-3-yl)propyl)amino)-6-methylpyrimidine-5-carbonitrile